BrC=1C=C2C(NC(=NN2C1)C)=O 6-bromo-2-methylpyrrolo[2,1-f][1,2,4]Triazin-4(3H)-one